BrC1=CC=C2C=C(C(=NC2=C1C(=O)O)OC)C(=O)OC 7-bromo-2-methoxy-3-(methoxycarbonyl)quinoline-8-carboxylic acid